ClC1=C(C=C(C=C1)[N+](=O)[O-])C1=NC=C(C=C1)F 2-(2-Chloro-5-nitrophenyl)-5-fluoropyridine